5-((4-((3-(4-chlorophenyl)pyridin-4-yl)methyl)piperazin-1-yl)methyl)-2-(2,6-dioxopiperidin-3-yl)isoindoline-1,3-dione ClC1=CC=C(C=C1)C=1C=NC=CC1CN1CCN(CC1)CC=1C=C2C(N(C(C2=CC1)=O)C1C(NC(CC1)=O)=O)=O